ClC1=C(C=2N=C(N=CC2C(=N1)N(CCC=1C=C(C=CC1)S(=O)(=O)O)C)SC)F 3-(2-((7-chloro-8-fluoro-2-(methylthio)pyrido[4,3-d]pyrimidin-5-yl)(methyl)amino)ethyl)benzenesulfonic acid